N-((6-((3R,5S)-3,5-dimethylpiperazin-1-yl)pyridin-2-yl)methyl)-3-(tetrahydro-2H-pyran-4-yl)-1H-pyrazolo[3,4-d]pyrimidin-4-amine C[C@@H]1CN(C[C@@H](N1)C)C1=CC=CC(=N1)CNC1=C2C(=NC=N1)NN=C2C2CCOCC2